4-(4,8-bis(4-(methoxycarbonyl)phenyl)-5H-imidazo[4',5':4,5]Benzo[1,2-c][1,2,5]Thiadiazol-6-yl)benzoic acid COC(=O)C1=CC=C(C=C1)C1=C2C(=C(C3=NSN=C31)C3=CC=C(C=C3)C(=O)OC)N=C(N2)C2=CC=C(C(=O)O)C=C2